tert-butyl 4-(((4-(4,4,5,5-tetramethyl-1,3,2-dioxaborolan-2-yl)pyridin-2-yl)amino)methyl)piperidine-1-carboxylate CC1(OB(OC1(C)C)C1=CC(=NC=C1)NCC1CCN(CC1)C(=O)OC(C)(C)C)C